NC=1N=NC(=CC1N1CC2CCC(C1)N2C=2C=C(C(=O)O)C=CC2)C2=C(C=CC=C2)O 3-(3-(3-amino-6-(2-hydroxyphenyl)pyridazin-4-yl)-3,8-diazabicyclo[3.2.1]octan-8-yl)benzoic acid